ClC1=CC(=C(C=C1)COC1=NSC=C1C1=CC(=C(C=C1F)CC(=O)OC)F)F methyl 2-[4-[3-[(4-chloro-2-fluoro-phenyl)methoxy]isothiazol-4-yl]-2,5-difluoro-phenyl]acetate